C(C)C(COC(C=C)=O)CCCC acrylic acid-2-ethylhexyl ester